tert-butyl N-[(1S)-1-[(2S,4R)-2-[(2-chloro-4-ethynyl-phenyl)methylcarbamoyl]-4-hydroxy-pyrrolidine-1-carbonyl]-2,2-dimethyl-propyl]carbamate ClC1=C(C=CC(=C1)C#C)CNC(=O)[C@H]1N(C[C@@H](C1)O)C(=O)[C@H](C(C)(C)C)NC(OC(C)(C)C)=O